C(CCC)P([O-])(=O)CC.C(CCC)P([O-])(=O)CC.C(CCC)P([O-])(=O)CC.[Fe+3] ferric tris(butylethyl-phosphinate)